[Al+3].[Zr+4].C(C)CC(CC(=O)[O-])=O mono(ethylacetoacetate) zirconium aluminum